N-{[2-(cyclopropanesulfonyl)phenyl]methyl}-5-{2-acetamidoimidazo[1,2-b]pyridazin-6-yl}-2-methoxypyridine-3-carboxamide C1(CC1)S(=O)(=O)C1=C(C=CC=C1)CNC(=O)C=1C(=NC=C(C1)C=1C=CC=2N(N1)C=C(N2)NC(C)=O)OC